2-(2-(hydroxyethoxy)ethoxy)ethyl 4-methylbenzenesulfonate CC1=CC=C(C=C1)S(=O)(=O)OCCOCCOCCO